tert-butyl 4-(2-(2,6-dioxopiperidin-3-yl)-1,3-dioxoisoindolin-4-yl)-1,4-diazepane-1-carboxylate O=C1NC(CCC1N1C(C2=CC=CC(=C2C1=O)N1CCN(CCC1)C(=O)OC(C)(C)C)=O)=O